CCCCCCCC/C=C\\CCCCCCCC(=O)OC[C@H](COP(=O)(O)O)OC(=O)CCCCCCC/C=C\\C/C=C\\CCCCC The molecule is a 1,2-diacyl-sn-glycerol 3-phosphate in which the acyl substituents at positions 1 and 2 are specified as oleoyl and linoleoyl respectively. It derives from a linoleic acid and an oleic acid. It is a conjugate acid of a 1-oleoyl-2-linoleoyl-sn-glycero-3-phosphate(2-).